benzo[c]chromene-3,6-diol C1=C2C3=C(C(OC2=CC(=C1)O)O)C=CC=C3